O=C(CCNC(=O)C1CNCC1)NCCC N-(3-oxo-3-(propylamino)propyl)pyrrolidine-3-carboxamide